(4-(5-chlorooxazolo[4,5-b]pyridin-2-yl)piperazin-1-yl)(4-ethynyl-3-methylphenyl)methanone ClC1=CC=C2C(=N1)N=C(O2)N2CCN(CC2)C(=O)C2=CC(=C(C=C2)C#C)C